(6S)-5-[(2S)-3,3-dimethyl-2-(2,2,2-trifluoroacetamido)butanoyl]-5-azaspiro[2.4]heptane-6-carboxylic acid CC([C@@H](C(=O)N1CC2(CC2)C[C@H]1C(=O)O)NC(C(F)(F)F)=O)(C)C